FC1=C(C=CC(=C1C)OC1=CC2=C(N(N=N2)C)C=C1)NC=1C2=C(N=CN1)C=CC(=N2)N2CC[C@H](CCC2)NC(C=C)=O (S)-N-(1-(4-((2-fluoro-3-methyl-4-((1-methyl-1H-benzo[d][1,2,3]triazol-5-yl)oxy)phenyl)amino)pyrido[3,2-d]pyrimidin-6-yl)azepan-4-yl)acrylamide